C(C1=CC=CC=C1)OC1=NC(=CC=C1N1C(N(C2=C1C=CC(=C2)[C@@H]2[C@H](CN(CC2)C(=O)OC(C)(C)C)O)CC)=O)OCC2=CC=CC=C2 tert-butyl (3R,4R)-4-[1-(2,6-dibenzyloxy-3-pyridyl)-3-ethyl-2-oxo-benzimidazol-5-yl]-3-hydroxy-piperidine-1-carboxylate